C(C)(C)C1=CC=C(C=C1)C=1N=C2N(C=CC=C2)C1CN1C2CN(C(C1)CC2)C(=O)C2=NC(=CC=C2)OC (+)-(5-{[2-(4-Isopropylphenyl)imidazo[1,2-a]pyridin-3-yl]methyl}-2,5-diazabicyclo[2.2.2]oct-2-yl)(6-methoxypyridin-2-yl)methanon